N-(2-chloro-4-(trifluoromethyl)phenyl)-2-(5-ethyl-7-oxo-6-(piperazin-1-yl)-2-(pyrazolo[1,5-a]pyridin-5-yl)-[1,2,4]triazolo[1,5-a]pyrimidin-4(7H)-yl)acetamide ClC1=C(C=CC(=C1)C(F)(F)F)NC(CN1C=2N(C(C(=C1CC)N1CCNCC1)=O)N=C(N2)C2=CC=1N(C=C2)N=CC1)=O